Dg-1-Nitropyrene [N+](=O)([O-])C1=CC=C2C=CC3=CC=CC4=CC=C1C2=C34